ON1C(=NC2=C(C1=O)NC(C=C2)=O)C=2N=NC(=CC2)N(C2CCNCC2)C 3-hydroxy-2-(6-(methyl(piperidin-4-yl)amino)pyridazin-3-yl)-3,5-dihydropyrido[3,2-d]pyrimidine-4,6-dione